(3-Chloro-6,7-dihydro-5H-cyclopenta[c]pyridazin-4-yl)carbamate ClC1=C(C2=C(N=N1)CCC2)NC([O-])=O